ClC1=C(C=CC=C1)NC(=O)N1C2CN(CC1CC2)CC2=C(N=C1N2C=CC=N1)C1=CC=C(C=C1)Cl N-(2-chlorophenyl)-3-{[2-(4-chlorophenyl)-imidazo[1,2-a]pyrimidin-3-yl]methyl}-3,8-diaza-bicyclo[3.2.1]octane-8-carboxamide